2-(2-methoxyethylamino)-2-methylpropan-1-ol COCCNC(CO)(C)C